FC1=C(C=CC(=C1)F)C1=NN2C(NCC(C2)CO)=C1C=1C=CC(N(N1)C1=C(C=CC=C1)C)=O (-)-6-[2-(2,4-difluorophenyl)-6-(hydroxymethyl)-4,5,6,7-tetrahydropyrazolo[1,5-a]pyrimidin-3-yl]-2-(2-methylphenyl)pyridazin-3(2H)-one